C(CC)[SiH](O[Si](C)(C)C)O[Si](C)(C)C propylbis(trimethylsiloxy)silane